N-(5-Chloro-6-(2H-1,2,3-triazol-2-yl)pyridin-3-yl)-1-(1-methyl-2-oxo-1,2-dihydrochinolin-4-yl)-5-(trifluoromethyl)-1H-pyrazol-4-carboxamid ClC=1C=C(C=NC1N1N=CC=N1)NC(=O)C=1C=NN(C1C(F)(F)F)C1=CC(N(C2=CC=CC=C12)C)=O